(2R,4R)-tert-butyl 4-((5-cyclopropyl-3-(2,6-difluorophenyl)isoxazol-4-yl)methoxy)-2-methylpiperidine-1-carboxylate C1(CC1)C1=C(C(=NO1)C1=C(C=CC=C1F)F)CO[C@H]1C[C@H](N(CC1)C(=O)OC(C)(C)C)C